(R)-6-(3,5-dimethylisoxazol-4-yl)-2-methyl-1-(1-phenylethyl)-1H-benzo[d]imidazol-4-amine CC1=NOC(=C1C=1C=C(C2=C(N(C(=N2)C)[C@H](C)C2=CC=CC=C2)C1)N)C